5-methoxy-1,3-diphenyl-1H-benzo[g]indazole COC=1C=C2C(=NN(C2=C2C1C=CC=C2)C2=CC=CC=C2)C2=CC=CC=C2